2,6-Dichloro-4-(dibromomethyl)nicotinic acid methyl ester COC(C1=C(N=C(C=C1C(Br)Br)Cl)Cl)=O